BrC1=CC=C(C=C1)C12C(C3=C(C=NC=C3OC)O1)(C(C(C2C2=CC=CC=C2)C(=O)NCC=2C=NC=CC2)O)O 7a-(4-bromophenyl)-4b,5-dihydroxy-4-methoxy-7-phenyl-N-(pyridin-3-ylmethyl)-4b,6,7,7a-tetrahydro-5H-cyclopenta[4,5]furo[2,3-c]pyridine-6-carboxamide